4-(azetidin-1-yl)-2-methyl-6,7-dihydro-5H-pyrrolo[3,4-d]pyrimidine dihydrochloride Cl.Cl.N1(CCC1)C=1C2=C(N=C(N1)C)CNC2